FC=1C=CC(=C(C1)C(CN1C(N(C(C(=C1)/C(/C)=N/OC(C)C)=O)C[C@H](C)NC(C(C)C)=O)=O)O)OC N-((2S)-1-{3-[2-(5-fluoro-2-methoxyphenyl)-2-hydroxyethyl]-5-[(E)-1-(isopropoxyimino)ethyl]-2,6-dioxo-3,6-dihydropyrimidin-1(2H)-yl}propan-2-yl)-2-methylpropanamide